4-(2-{(S)-(4-methylcyclohexyl)[(2-methylpyrazole-3-carbonyl)amino]methyl}-1H-imidazo[4,5-b]pyridin-5-yl)furan-3-carboxylic acid CC1CCC(CC1)[C@@H](C=1NC=2C(=NC(=CC2)C=2C(=COC2)C(=O)O)N1)NC(=O)C=1N(N=CC1)C